C(#N)C1=C(N=C(NC1=O)C1=NN(C=C1)C)Cl 5-cyano-2-(1-methyl-1H-pyrazol-3-yl)-4-chloropyrimidin-6-one